(S)-1-[(S)-1-[(4-{2-[N-Methyl(isopentyl)amino]-2-oxoethyl}-4-methyl-1-piperidyl)carbonyl]-3-methylbutyl]-3-isobutyl-2-piperazinone CN(C(CC1(CCN(CC1)C(=O)[C@H](CC(C)C)N1C([C@@H](NCC1)CC(C)C)=O)C)=O)CCC(C)C